(R)-4-((4-(3-chloro-4-(2-chloro-3-(6-methoxy-5-((methylamino)methyl)pyridin-2-yl)phenyl)pyridin-2-yl)-2-methoxybenzyl)amino)-3-hydroxybutanoic acid ClC=1C(=NC=CC1C1=C(C(=CC=C1)C1=NC(=C(C=C1)CNC)OC)Cl)C1=CC(=C(CNC[C@@H](CC(=O)O)O)C=C1)OC